4-bromo-1-(2-((tert-butyldimethylsilyl)oxy)ethyl)-3-ethyl-1H-pyrazole-5-carbaldehyde BrC=1C(=NN(C1C=O)CCO[Si](C)(C)C(C)(C)C)CC